N[C@@H](CC1=CNC2=CC=CC=C12)CC(=O)O L-β-homotryptophane